3-cyano-2-(5-fluoro-2-(3-fluoro-1-methyl-1H-pyrazol-4-yl)phenyl)-N-(1-methyl-2-oxabicyclo[2.1.1]hexan-4-yl)imidazo[1,2-a]pyridine-7-carboxamide C(#N)C1=C(N=C2N1C=CC(=C2)C(=O)NC21COC(C2)(C1)C)C1=C(C=CC(=C1)F)C=1C(=NN(C1)C)F